CCC(C)C(=O)O[C@H]1CC[C@@H]2[C@@]([C@@H](C[C@@H]([C@]2([C@@]13CO3)COC(=O)C)OC(=O)C)C)(C)[C@@H]4C[C@H]5CCO[C@H]5O4 The molecule is a diterpenoid isolated from the aerial parts of Ajuga bracteosa. It has a role as a plant metabolite. It is a furofuran, an acetate ester, a diterpenoid, a spiro-epoxide and a cyclic acetal.